C(C)(C)(C)OC(=O)C=1N(C2=C(C=CC=C2C1CCCOC1=CC(=C(C(=C1)C)Cl)C)C=1C(=NN(C1C)CCCOCCOCCNC(=O)C1=C(C(=O)O)C=CC=C1)C)C 2-((2-(2-(3-(4-(2-(tert-butoxycarbonyl)-3-(3-(4-chloro-3,5-dimethylphenoxy)propyl)-1-methyl-1H-indol-7-yl)-3,5-dimethyl-1H-pyrazol-1-yl)propoxy)ethoxy)ethyl)carbamoyl)benzoic acid